C(CCCCC(C)C)(=O)O i-octanoic acid